7-(3-(5-(hydroxymethyl)thiophen-2-yl)-7,8-dihydro-1,6-naphthyridin-6(5H)-yl)-2,8-dimethyl-4H-pyrimido[1,2-b]pyridazin-4-one OCC1=CC=C(S1)C=1C=NC=2CCN(CC2C1)C=1C(=CC=2N(N1)C(C=C(N2)C)=O)C